The molecule is an iminium ion obtained by protonation of the imino group of 1-piperideine; major microspecies at pH 7.3. It is a conjugate acid of a 1-piperideine. C1CC[NH+]=CC1